1-(3-(1,5-dimethyl-1H-pyrazol-3-yl)-6-ethyl-8-fluoro-4-methylquinolin-2-yl)-N-((1-fluorocyclopropyl)methyl)piperidin-4-amine CN1N=C(C=C1C)C=1C(=NC2=C(C=C(C=C2C1C)CC)F)N1CCC(CC1)NCC1(CC1)F